ClC=1C=CC(=NC1)CN1C(C2=CC(=CC=C2[C@]1(OC([2H])([2H])C1(CC1)C([2H])([2H])O)C1=CC(=C(C=C1)F)F)C(C)(C)O)=O (3R)-2-[(5-chloropyridin-2-yl)methyl]-3-(3,4-difluorophenyl)-3-({1-[hydroxy(2H2)methyl]cyclopropyl}(2H2)methoxy)-6-(2-hydroxypropan-2-yl)-2,3-dihydro-1H-isoindol-1-one